CN1N=NC2=C1C=CC(=C2C)[C@H](CC(=O)[O-])C=2C=C(C1=C(C=CS1)C2)CN2C[C@H](OC1=C(C2)N=C(C=C1)O)CC (3R)-3-(1,4-dimethyl-1H-benzotriazol-5-yl)-3-(7-{[(2R)-2-ethyl-7-hydroxy-2,3-dihydropyrido[2,3-f][1,4]oxazepin-4(5H)-yl]methyl}-1-benzothiophen-5-yl)propanoate